C(C1=CC=CC=C1)(=O)OC[C@@]1(CN(C[C@@H](O1)N1C=2N=C(NC(C2N=C1)=O)NC(C(C)C)=O)C(C)C)CO[Si](C(C)C)(C(C)C)C(C)C [(2S,6R)-4-isopropyl-6-[2-(2-methylpropanoylamino)-6-oxo-1H-purin-9-yl]-2-(triiso-propylsilyloxymethyl)morpholin-2-yl]methyl benzoate